FC(C=1C=C(C=CC1)N1C(N(C(C1)C#N)C1=CN=CC2=CC=CC=C12)=O)F 1-(3-(difluoromethyl)phenyl)-3-(isoquinolin-4-yl)-2-oxoimidazolidine-4-carbonitrile